5-amino-1-(2-((2-((R)-1-(3-chloro-2-fluorophenyl)-3-(dimethylamino)propylamino)-2-oxoethyl)((R)-1-hydroxypropan-2-yl)amino)-2-oxoethyl)-1H-indazole-3-carboxamide NC=1C=C2C(=NN(C2=CC1)CC(=O)N([C@@H](CO)C)CC(=O)N[C@H](CCN(C)C)C1=C(C(=CC=C1)Cl)F)C(=O)N